FC=1C=C2N(C[C@H](N(C2=CC1F)S(=O)(=O)C1=CC2=CC=CC=C2C=C1)C=C)S(=O)(=O)C1=CC2=CC=CC=C2C=C1 (R)-6,7-difluoro-1,4-bis(naphthalen-2-ylsulfonyl)-2-vinyl-1,2,3,4-tetrahydroquinoxaline